4-(5-aminopyrazol-1-yl)-6-[(2S)-2-methylmorpholin-4-yl]pyridin-3-amine NC1=CC=NN1C1=C(C=NC(=C1)N1C[C@@H](OCC1)C)N